C(C)(C)N1N=CC(=C1)C=1C=C(C=CC1)N(C(=O)[C@@H]1CC[C@H](CC1)NC(OC(C)C)=O)C[C@@H]1CC[C@H](CC1)C1=CC(=C(C=C1)OC)C Isopropyl (trans-4-((3-(1-isopropyl-1H-pyrazol-4-yl)phenyl)((trans-4-(4-methoxy-3-methylphenyl)cyclohexyl)meth-yl)carbamoyl)cyclohexyl)carbamate